7-(4-(Diisopropylamino)butyl)-7-hydroxytridecane-1,13-diyldioleate C(C)(C)N(CCCCC(CCCCCCCCCCCCCC\C=C/CCCCCCCC(=O)[O-])(CCCCCCCCCCCCCC\C=C/CCCCCCCC(=O)[O-])O)C(C)C